CN1C(=CC=C1)C(=O)NCC1=C(C=C(C=C1)C1=NC(=NC=C1)NC=1C=NN(C1)C)C 1-methyl-N-(2-methyl-4-(2-((1-methyl-1H-pyrazol-4-yl)amino)pyrimidin-4-yl)benzyl)-1H-pyrrole-2-carboxamide